FC1=CC=C(C=C1)N1N=C(C2=CC=CC=C2C1=O)C=1C=C(C(=O)OC)C=CC1 methyl 3-(3-(4-fluorophenyl)-4-oxo-3,4-dihydrophthalazin-1-yl)benzoate